OC1=C(C(=CC(=C1)C(F)(F)F)C)C1=CC=C(N=N1)N[C@@H]1[C@@H]([C@H](CC1)O)O (1s,2s,3s)-3-((6-(2-hydroxy-6-methyl-4-(trifluoromethyl)phenyl)pyridazin-3-yl)amino)cyclopentane-1,2-diol